O=C1NC(=CC=C1C(=O)NC(C1=CC=C(C=C1)C1=CC=NC=C1)C1=CC=CC=C1)C(F)(F)F 2-oxo-N-(phenyl(4-(pyridin-4-yl)phenyl)methyl)-6-(trifluoromethyl)-1,2-dihydropyridine-3-carboxamide